C(CCCCCCCCCCCCCCCCC)NC(CCCCCCCCCCC\C=C/CCCCCCCC)=O N-Stearyl-erucamide